ClC1=NC=CC(=C1)C=1C(=NNC1)C1=CC=C(OCC2=NC3=CC=CC=C3C=C2)C=C1 2-{4-[4-(2-chloro-pyridin-4-yl)-1H-pyrazol-3-yl]-phenoxymethyl}-quinoline